4-(4-Hydroxy-3-methoxyphenyl)-2-butanon OC1=C(C=C(C=C1)CCC(C)=O)OC